chlorine (4-methoxybenzyl)triphenyl-lambda5-phosphane COC1=CC=C(CP(C2=CC=CC=C2)(C2=CC=CC=C2)C2=CC=CC=C2)C=C1.[Cl]